FC(C(=C(C(C(F)(F)F)(F)F)C(F)(F)F)F)(F)F perfluoro(3-methylpent-2-ene)